[W]=O.[Al].[Zn] zinc aluminum tungsten oxide